C(#N)C1(CCC2(OCCO2)CC1)C[C@H](C)NC(OC(C)(C)C)=O tert-butyl (S)-(1-(8-cyano-1,4-dioxaspiro[4.5]decan-8-yl)propan-2-yl)carbamate